C[C@@](C(=O)OCC1=C(C(=CC=C1F)[N+](=O)[O-])Br)(CCCCCCCC1=NC=2NCCCC2C=C1)NC(=O)C12CCC(CC1)(CC2)NC(=O)OC(C)(C)C (2-bromo-6-fluoro-3-nitro-phenyl)methanol methyl-(S)-2-(4-((tert-butoxycarbonyl)amino)bicyclo[2.2.2]octane-1-carboxamido)-9-(5,6,7,8-tetrahydro-1,8-naphthyridin-2-yl)nonanoate